C(C)OCCC=1C(=NC=CC1)C(=O)O 3-(2-ethoxyethyl)pyridine-2-carboxylic acid